FC1([C@@H](CN(C1)C)NC1=NN2C(C(=N1)OC)=C(C(=C2)F)C=2C=NC=1N(C2)C(=CN1)C(=O)NC)F (R)-6-(2-((4,4-difluoro-1-methylpyrrolidin-3-yl)amino)-6-fluoro-4-methoxypyrrolo[2,1-f][1,2,4]triazin-5-yl)-N-methylimidazo[1,2-a]pyrimidine-3-carboxamide